S1C(=CC=C1)C1=C(OC(=C1)[N+](=O)[O-])C(=O)N (Thien-2-yl)-5-Nitrofuran-2-carboxamide